ClC1=C(C=C(C=C1)CCC(=O)NC1=CC(=NN1COCC[Si](C)(C)C)C1=CN=NC=C1C)F 3-(4-Chloro-3-fluorophenyl)-N-(3-(5-methylpyridazin-4-yl)-1-((2-(trimethylsilyl)ethoxy)methyl)-1H-pyrazol-5-yl)propanamide